N1(N=CC=C1)C=1C=C(C=CC1)C=1N=C(C2N=CN(C2N1)CC)N1CCOCC1 4-(2-(3-(1H-pyrazol-1-yl)phenyl)-9-ethyl-5,9-dihydro-4H-purin-6-yl)morpholine